The molecule is monosodium urate (MSU) or uric acid is the aetiological agent of the acute inflammatory condition gout. It is an organic molecular entity and an imidazopyrimidine. C12=C(NC(=O)N=C1NC(=O)N2)[O-].[Na+]